Benzyloxycarbonyl-[2-benzyloxycarbonyl-3-[(N-tert-butoxycarbonylanilino)methyl]pyrrol-1-yl]sulfonyl-azanide, sodium salt [Na+].C(C1=CC=CC=C1)OC(=O)[N-]S(=O)(=O)N1C(=C(C=C1)CN(C1=CC=CC=C1)C(=O)OC(C)(C)C)C(=O)OCC1=CC=CC=C1